C(#N)[C@H]1N(CCC1)C(CNC(=O)C1=CC=NC2=CC(=CC=C12)OCC(=O)O)=O {4-[2-((S)-2-Cyano-pyrrolidin-1-yl)-2-oxo-ethylcarbamoyl]-quinolin-7-yloxy}-acetic acid